C(#N)C1=C(C=CC=C1)C1=CC=C2C(=N1)N(C=C2[C@@H](C(F)(F)F)N[S@@](=O)C(C)(C)C)CC(C)(C)C (S)-N-((S)-1-(6-(2-cyanophenyl)-1-neopentyl-1H-pyrrolo[2,3-b]pyridin-3-yl)-2,2,2-trifluoroethyl)-2-methylpropane-2-sulfinamide